OC[C@H]1[C@@H](C1)CN(CCCCCCCC(=O)N(CCCCCCCCCC)CCCCCCCCCC)CCCCCCCC(=O)N(CCCCCCCCCC)CCCCCCCCCC 8,8'-((((1R,2R)-2-(hydroxymethyl)-cyclopropyl)meth-yl)azanediyl)bis-(N,N-didecyloctan-amide)